O1CCC(CC1)N tetrahydro-2H-pyran-4-amin